3-(methoxymethyl)-3-[(methylamino)methyl]oxa-pyrrolidin-2-one COCC1(C(NCO1)=O)CNC